NC(C(=O)O)(CCCCB(O)O)CCNC(C)C 2-amino-6-borono-2-(2-(isopropylamino)ethyl)hexanoic acid